BrC1=NNC2=NC=NC(=C21)N2CCC(CC2)[C@@H](OCCN(CC)CC)C2=CC=C(C=C2)Cl 2-{[(R)-[1-(3-bromo-1H-pyrazolo[3,4-d]pyrimidin-4-yl)piperidin-4-yl](4-chlorophenyl)methyl]oxy}-N,N-diethylethanamine